CC1(CCCO1)C 5,5-Dimethyltetrahydrofuran